4,4-difluorocyclohexane-1,2-diol FC1(CC(C(CC1)O)O)F